N1(CCC1)C=1SC(=CN1)C=1C=C2CC(N3C(C2=CC1OC)=CC(C(=C3)C(=O)OCC)=O)C(C)(C)C ethyl 9-[2-(azetidin-1-yl) thiazol-5-yl]-6-tert-butyl-10-methoxy-2-oxo-6,7-dihydro-2H-pyrido[2,1-a]isoquinoline-3-carboxylate